FC1=C(C=CC(=C1F)F)C1=CC=CC(=C1)C(C)(CC(C)(C)C)C 2',3',4'-trifluoro-5-(2,4,4-trimethylpentan-2-yl)-[1,1'-biphenyl]